FC1=CC=C(OC[C@@H]2N(C3CC([C@@H]2C)C3)C(C3=C(C=CC(=C3)C)C3=NC=CC=N3)=O)C=C1 (3R,4S)-3-(4-fluorophenoxymethyl)-4-methyl-2-[5-methyl-2-(pyrimidin-2-yl)benzoyl]-2-azabicyclo[3.1.1]heptane